3,6-Diazaoctan-1,8-diamin C(CNCCNCCN)N